pyridinium dichromate salt [Cr](=O)(=O)([O-])O[Cr](=O)(=O)[O-].[NH+]1=CC=CC=C1.[NH+]1=CC=CC=C1